C(C=C)(=O)OCCC1C(OC1)CCOC(C=C)=O 3-(2-acryloyloxyethyl)-2-acryloyloxyethyl-oxetane